4-chloro-6-(4-methyl-1-(tetrahydro-2H-pyran-2-yl)-1H-pyrazol-5-yl)pyrimidin-2-amine ClC1=NC(=NC(=C1)C1=C(C=NN1C1OCCCC1)C)N